The molecule is a 1,2-diglyceride obtained by the formal acylation of positions 1 and 2 of glycerol by hexadecanoic (palmitic) acid. It is a 1,2-diglyceride and a dihexadecanoylglycerol. It derives from a hexadecanoic acid. CCCCCCCCCCCCCCCC(=O)OCC(CO)OC(=O)CCCCCCCCCCCCCCC